C(C1=CC=CC=C1)[N+]1=CC=CC2=CC=CC=C12 N-benzyl-quinolinium